(6-(3-Cyclopropyl-4-methylphenyl)-2-azaspiro[3.3]heptan-2-yl)((1s,3s)-3-hydroxy-3-methylcyclobutyl)methanone C1(CC1)C=1C=C(C=CC1C)C1CC2(CN(C2)C(=O)C2CC(C2)(C)O)C1